BrC=1N=C(N2C1C=CC=C2)C2=CC=CC=C2 1-bromo-3-phenylimidazo[1,5-A]pyridine